(S)-2,2-difluoro-N-(4-(1-methyl-5,6,7,8-tetrahydroimidazo[1,5-a]pyridin-8-yl)phenyl)-2-(pyridin-3-yl)acetamide FC(C(=O)NC1=CC=C(C=C1)[C@H]1C=2N(CCC1)C=NC2C)(C=2C=NC=CC2)F